COCCN1C(=NC=2C1=NC(=CC2)C=2C=CN1N=C(N=CC12)NCC(F)(F)F)C 5-(3-(2-methoxyethyl)-2-methyl-3H-imidazo[4,5-b]pyridin-5-yl)-N-(2,2,2-trifluoroethyl)pyrrolo[2,1-f][1,2,4]triazin-2-amine